(2RS)-N-(4-(5-cyclopropyl-4-oxo-3-phenyl-4,5,6,7-tetrahydro-1H-pyrrolo[3,2-c]pyridin-2-yl)pyridin-2-yl)-4,4-difluoro-2-(4-fluorophenyl)butanamide C1(CC1)N1C(C2=C(CC1)NC(=C2C2=CC=CC=C2)C2=CC(=NC=C2)NC([C@H](CC(F)F)C2=CC=C(C=C2)F)=O)=O |r|